ClC=1C=C(OC2C(C(C2(C)C)NC(C2=CC=C(C=C2)CCCCN2CCC3(CC(N(C3=O)[C@H]3C(NC(CC3)=O)=O)=O)CC2)=O)(C)C)C=CC1C#N |r| rac-N-((1r,3r)-3-(3-chloro-4-cyanophenoxy)-2,2,4,4-tetramethylcyclobutyl)-4-(4-(2-(2,6-dioxopiperidin-3-yl)-1,3-dioxo-2,8-diazaspiro[4.5]decan-8-yl)butyl)benzamide